[Si](C)(C)(C(C)(C)C)N1C([C@@H]([C@H]1C(NCC1=C(C=C(C=C1OC)OC)OC)=O)CC1=CC(=NC=C1)N(C(=O)OC(C)(C)C)C(=O)OC(C)(C)C)=O di-tert-butyl [4-({(3R,4S)-1-[tert-butyl(dimethyl)silyl]-2-oxo-4-[(2,4,6-trimethoxybenzyl)carbamoyl]azetidin-3-yl}methyl)pyridin-2-yl]imidodicarbonate